FC1=C2C(OC(=O)C2=CC=C1)(F)F trifluoro-phthalide